5-(1-(3,5-Difluorophenyl)ethoxy)-3-(5-(piperidin-2-ylmethyl)-1,4,5,6-tetrahydropyrrolo[3,4-d]imidazol-2-yl)-1H-indazole FC=1C=C(C=C(C1)F)C(C)OC=1C=C2C(=NNC2=CC1)C1=NC2=C(N1)CN(C2)CC2NCCCC2